1-(3,4-dichlorobenzyl)-3-(4-(piperidin-1-ylsulfonyl)benzyl)urea ClC=1C=C(CNC(=O)NCC2=CC=C(C=C2)S(=O)(=O)N2CCCCC2)C=CC1Cl